C(C)(C)N1CC(C1)OC=1C(=CC(=NC1)C)C1=CC=2N(C=C1)N=C(C2)NC(=O)C2CC2 N-[5-[5-(1-isopropylazetidin-3-yl)oxy-2-methyl-4-pyridyl]pyrazolo[1,5-a]pyridin-2-yl]cyclopropanecarboxamide